4-(6-(3,5-dimethylisoxazol-4-yl)-3-(1-isopropyl-3-methyl-1H-pyrazol-4-yl)-1H-pyrrolo[3,2-b]pyridin-1-yl)-3,5-diethoxybenzoic acid CC1=NOC(=C1C=1C=C2C(=NC1)C(=CN2C2=C(C=C(C(=O)O)C=C2OCC)OCC)C=2C(=NN(C2)C(C)C)C)C